ClC=1C=C(C=CC1F)SC1=CC2=C(NC(=N2)NC(OC)=O)C=C1 methyl (5-((3-chloro-4-fluorophenyl)thio)-1H-benzo[d]imidazol-2-yl)carbamate